(1R,3S)-3-(3-(2-(2-((E)-(butylimino)methyl)-3-hydroxy-5-methoxyphenoxy)acetamido)-1H-pyrazol-5-yl)cyclopentyl isopropylcarbamate C(C)(C)NC(O[C@H]1C[C@H](CC1)C1=CC(=NN1)NC(COC1=C(C(=CC(=C1)OC)O)/C=N/CCCC)=O)=O